OC1=C(C=C(C=C1)C(C)(C)CC(C)(C)C)N1N=C2C(=N1)C=CC=C2 2-(2'-Hydroxy-5'-t-octylphenyl)-benzotriazole